C1(CC1)C(=O)N1CCN(CC1)C(C1=C(C=CC(=C1)CC1=NNC(C2=CC=CC=C12)=O)F)=O 1-(cyclopropylformyl)-4-[5-[(3,4-dihydro-4-oxo-1-phthalazinyl)methyl]-2-fluorobenzoyl]Piperazine